C(C1=CC=CC=C1)OC1=C(C(=CC(=C1)C(F)F)O)C(=O)N1CC2=CC=C(C=C2CC1)O[C@@H]1CN(CC1)C (S)-(2-(Benzyloxy)-4-(difluoromethyl)-6-hydroxyphenyl)(6-((1-methylpyrrolidin-3-yl)oxy)-3,4-dihydroisoquinolin-2(1H)yl)methanone